NC(C(C1=CC=CC=C1)SC1=C(C(=C(C(=N1)N1CC2(CN(C2)C(=O)OC(C)(C)C)CC1)C#N)CC)C#N)=O tert-Butyl 6-(6-((2-amino-2-oxo-1-phenylethyl)thio)-3,5-dicyano-4-ethyl pyridin-2-yl)-2,6-diazaspiro[3.4]octane-2-carboxylate